FC=1C=C(C=C(C1)F)C1CC=NN1C(=O)C12CC(C1)(C2)CN2N=C1C=CC=CC1=C2C (5-(3,5-difluorophenyl)-4,5-dihydro-1H-pyrazol-1-yl)(3-((3-methyl-2H-indazol-2-yl)-methyl)bicyclo[1.1.1]pentan-1-yl)methanone